4-(2-Amino-2-methylpropanoyl)-N-(1-(6-((S)-3-(aminomethyl)pyrrolidin-1-yl)-5,6,7,8-tetrahydronaphthalen-2-yl)-2-oxo-1,2-dihydropyrimidin-4-yl)piperazine-1-carboxamide hydrochloride Cl.NC(C(=O)N1CCN(CC1)C(=O)NC1=NC(N(C=C1)C1=CC=2CCC(CC2C=C1)N1C[C@@H](CC1)CN)=O)(C)C